C1(CC1)OCCN(CCC(C(=O)O)NC(=O)C1=C(C=NC=C1)C(F)(F)F)CCCCC1=NC=2NCCCC2C=C1 4-[2-(cyclopropoxy)ethyl-[4-(5,6,7,8-tetrahydro-1,8-naphthyridin-2-yl)butyl]amino]-2-[[3-(trifluoromethyl)pyridine-4-carbonyl]amino]butanoic acid